CC(=O)N[C@@H](CO)C(=O)O N-ACETYL-L-SERINE